NC1=NC=2C(=CC=CC2C=2N1C=C(N2)CC2CCN(CC2)C(=O)C2=NC=CN=C2)F (4-((5-amino-7-fluoroimidazo[1,2-c]quinazolin-2-yl)-methyl)piperidin-1-yl)(pyrazin-2-yl)-methanone